N-cyclopropyl-2-(5,6-diphenylpyrazin-2-yl)sulfanylbutanamide C1(CC1)NC(C(CC)SC1=NC(=C(N=C1)C1=CC=CC=C1)C1=CC=CC=C1)=O